N1CC(C1)OC1CCN(CC1)C(C(F)(F)F)=O 1-[4-(azetidin-3-yloxy)-1-piperidyl]-2,2,2-trifluoro-ethanone